CN(C)C1=CC=CC2=CC=CC=C12 (Dimethylamino)naphthalene